P(=O)(O)(O)OC[C@H]([C@H]([C@@H]([C@@H](CC(C(=O)O)=O)O)O)O)O 3-deoxy-d-manno-octulosonic acid 8-phosphate